3-(3-(2-(2,6-dioxopiperidin-3-yl)-1-oxoisoindolin-4-yl)propoxy)cyclobutane-1-carboxylic acid O=C1NC(CCC1N1C(C2=CC=CC(=C2C1)CCCOC1CC(C1)C(=O)O)=O)=O